(1S)-cyclohexyl-ethylamine C1(CCCCC1)NCC